CC1=C(C(=CC=C1)C)C1=NC(=NC(=C1)OC[C@@H](CCC(C)C)NC1CC2(C1)CC(C2)C(=O)OC)NS(=O)(=O)C=2C=C(C(=O)O)C=CC2 3-[[4-(2,6-dimethylphenyl)-6-[(2R)-2-[(6-methoxycarbonylspiro[3.3]heptan-2-yl)amino]-5-methyl-hexoxy]pyrimidin-2-yl]sulfamoyl]benzoic acid